2-(4-(cyclopropylsulfonyl)phenyl)acetonitrile C1(CC1)S(=O)(=O)C1=CC=C(C=C1)CC#N